C1(CC1)C=1OC=C(N1)C(=O)O 2-Cyclopropyloxazole-4-carboxylic acid